tert-butyl (S)-4-(7-bromo-6-chloro-8-cyclopropoxy-2-(((S)-1-methylpyrrolidin-2-yl) methoxy) quinazolin-4-yl)-2-cyanomethylpiperazine-1-carboxylate BrC1=C(C=C2C(=NC(=NC2=C1OC1CC1)OC[C@H]1N(CCC1)C)N1C[C@@H](N(CC1)C(=O)OC(C)(C)C)CC#N)Cl